O(C1=CC=CC=C1)C1=CC=C(C=C1)N1N=C2C(NCCC2N2CC3N(C(C2)C3)C(C=C)=O)=C1C(=O)N 2-(4-phenoxyphenyl)-7-[6-(prop-2-enoyl)-3,6-diazabicyclo[3.1.1]heptan-3-yl]-4,5,6,7-tetrahydro-2H-pyrazolo[4,3-b]pyridine-3-carboxamide